(1S,2S)-N-(tert-butyldimethylsilyl)-2-(3-chlorophenyl)cyclopropane-1-sulfonamide [Si](C)(C)(C(C)(C)C)NS(=O)(=O)[C@@H]1[C@@H](C1)C1=CC(=CC=C1)Cl